ClC=1C=C2C(=CC(=NC2=CC1)C(F)(F)F)N[C@@H]1C[C@@H](CCC1)NC(=O)C=1C=NN(C1)CC1=NC(=NO1)C N-[(1R,3S)-3-{[6-chloro-2-(trifluoromethyl)quinolin-4-yl]amino}cyclohexyl]-1-[(3-methyl-1,2,4-oxadiazol-5-yl)methyl]-1H-pyrazole-4-carboxamide